CP(C1=CC=C(C2=C1C1(CC1)CO2)NCC#C)(C)=O dimethyl-(7-(prop-2-yn-1-ylamino)-2H-spiro[benzofuran-3,1'-cyclopropane]-4-yl)phosphine oxide